1,2-bis(2,4-dimethyl-5-(3-(trifluoromethyl)-1H-1,2,4-triazol-1-yl)phenyl)disulfane tert-butyl-(2-fluoro-3-methoxy-6-((trimethylsilyl)ethynyl)benzyl)carbamate C(C)(C)(C)N(C(O)=O)CC1=C(C(=CC=C1C#C[Si](C)(C)C)OC)F.CC1=C(C=C(C(=C1)C)N1N=C(N=C1)C(F)(F)F)SSC1=C(C=C(C(=C1)N1N=C(N=C1)C(F)(F)F)C)C